(1S,4S)-tert-butyl 5-(4-methoxyphenyl)-2,5-diazabicyclo[2.2.1]heptane-2-carboxylate COC1=CC=C(C=C1)N1[C@@H]2CN([C@H](C1)C2)C(=O)OC(C)(C)C